1-(5-bromo-1,2,4-trimethyl-1H-pyrrol-3-yl)ethan-1-one BrC1=C(C(=C(N1C)C)C(C)=O)C